C(C)(C)(C)OC(NCCOC=1C=C2CC(CC2=C(C1)Cl)C=O)=O N-[2-[(7-chloro-2-formyl-2,3-dihydro-1H-inden-5-yl)oxy]ethyl]carbamic acid tert-butyl ester